1-(4-(1,1-dimethylethyl)phenyl)-3-(4-methoxyphenyl)propane-1,3-dione CC(C)(C)C1=CC=C(C=C1)C(CC(=O)C1=CC=C(C=C1)OC)=O